C1(CCC1)N1N=C(C(=C1)NC(C1=CC(=C(C=C1)C)C#CC=1C=NC=CC1)=O)C N-(1-cyclobutyl-3-methyl-1H-pyrazol-4-yl)-4-methyl-3-[2-(pyridin-3-yl)ethynyl]benzamide